C(C)(=O)OC1(CCOC2=C1C(=CC=C2S(N[C@@H]([C@H](C)C2=C(C(=CC=C2F)C)C)C=2N=NNN2)(=O)=O)Cl)C 5-chloro-8-{[(1S,2R)-2-(6-fluoro-2,3-dimethylphenyl)-1-(2H-1,2,3,4-tetrazol-5-yl)propyl]sulfamoyl}-4-methyl-3,4-dihydro-2H-1-benzopyran-4-yl acetate